N[C@@H](C[C@H]1C(NCC1)=O)C(=O)C=1SC2=C(N1)C=CC=C2 (3S)-3-[(2S)-2-amino-3-(1,3-benzothiazol-2-yl)-3-oxo-propyl]pyrrolidin-2-one